COC=1N=CC(=NC1)NC(C(=O)O)CC 2-((5-methoxypyrazin-2-yl)amino)butanoic acid